3,3-dimethyl-1-oxobutan-2-yl-carbamate CC(C(C=O)NC([O-])=O)(C)C